C(C(C)C)N1C=CC=2C(=NC(=CC21)NC=2SC(=CN2)C)OC2CN(CC2)C(C=CC)=O 1-(3-((1-isobutyl-6-((5-methylthiazol-2-yl)amino)-1H-pyrrolo[3,2-c]pyridin-4-yl)oxy)pyrrolidin-1-yl)but-2-en-1-one